O=C(CCC(=O)OC)C1=CC=CC=C1 methyl 4-oxo-4-phenylbutanoate